(S)-(1-oxo-1-((2-(4'-(trifluoromethyl)-[1,1'-biphenyl]-4-yl) ethyl) amino) butan-2-yl) carbamate C(N)(O[C@H](C(NCCC1=CC=C(C=C1)C1=CC=C(C=C1)C(F)(F)F)=O)CC)=O